FC1=CC=C(C=2C(C3=CC=CC=C3C(C12)=O)=O)F L-1,4-difluoroanthraquinone